(S)-tert-Butyl 2-((4-methyl-3-((1-(quinolin-5-yl)cyclopropyl)carbamoyl)phenoxy)methyl)pyrrolidine-1-carboxylate CC1=C(C=C(OC[C@H]2N(CCC2)C(=O)OC(C)(C)C)C=C1)C(NC1(CC1)C1=C2C=CC=NC2=CC=C1)=O